CN1CN(C=C1)CC1=CC=C(C=C1)C(=O)N1C(SCC1)=O 1-methyl-3-(4-((2-oxo-1,3-thiazolidin-3-yl)carbonyl)benzyl)-1H-imidazole